FC1=C(CN2C(C=3C=CC=NC3C(=C2)C(=O)N[C@@H]2[C@H](COCC2)O)=O)C=CC(=C1)C=1C=NN(C1)C 6-(2-fluoro-4-(1-methyl-1H-pyrazol-4-yl)benzyl)-N-((3R,4S)-3-hydroxytetrahydro-2H-pyran-4-yl)-5-oxo-5,6-dihydro-1,6-naphthyridine-8-carboxamide